C(C)(C)(C)OC(CC1(CCN(CC1)C1=NC=C(C=C1F)[N+](=O)[O-])O)=O.ClC=1C(=CC(=NC1)NC(CC=1C=NC(=CC1)C1=NC(=CN=C1)C#N)=O)OC N-(5-chloro-4-methoxypyridin-2-yl)-2-(6-(6-cyanopyrazin-2-yl)pyridin-3-yl)acetamide tert-butyl-2-[1-(3-fluoro-5-nitro-2-pyridyl)-4-hydroxy-4-piperidyl]acetate